1-benzylamino-5-(2-bromoethoxy)-3-fluoro-2-nitrobenzene C(C1=CC=CC=C1)NC1=C(C(=CC(=C1)OCCBr)F)[N+](=O)[O-]